C(C(=C)C)(=O)OC(CCS(=O)(=O)O)C 3-(methacryloyl)oxybutylsulfonic acid